NC1=C2N=CN(C2=NC=N1)C[C@@H](C)OCP(OCCCSCCCCCCCCCCC#C[Si](CCC(F)(F)F)(C)C)(O)=O 3-((12-(dimethyl(3,3,3-trifluoropropyl)silyl)dodec-11-yn-1-yl)thio)propyl hydrogen ((((R)-1-(6-amino-9H-purin-9-yl)propan-2-yl)oxy)methyl)phosphonate